3-(3-(3,5-bis(trifluoromethyl)phenyl)-1H-1,2,4-triazol-1-yl)-2-phenylimidazo[1,2-a]pyridine FC(C=1C=C(C=C(C1)C(F)(F)F)C1=NN(C=N1)C1=C(N=C2N1C=CC=C2)C2=CC=CC=C2)(F)F